C(C)(C)C1=NC(=C2N1CCN(C2)C(C)=O)C=2C=C1C(=NN(C1=CC2)C)C=2C=NN(C2)C 1-(3-isopropyl-1-(1-methyl-3-(1-methyl-1H-pyrazol-4-yl)-1H-indazol-5-yl)-5,6-dihydroimidazo[1,5-a]pyrazin-7(8H)-yl)ethan-1-one